N[C@H](C=1N=C2N(N=C(C(=C2)Cl)CC2(C(NC[C@@H](C2)C(F)(F)F)=O)C(=O)OC)C1)C1CCC(CC1)(F)F methyl (5R)-3-((2-((S)-amino(4,4-difluorocyclohexyl)methyl)-7-chloroimidazo[1,2-b]pyridazin-6-yl)methyl)-2-oxo-5-(trifluoromethyl)piperidine-3-carboxylate